IC=1C=NN2C1C(=NC(=C2)C=2C=NN(C2)C)O[C@@H]2[C@@H]1CN(C[C@@H]1C2)C(=O)OC(C)(C)C |r| rac-tert-butyl (1R,5S,6S)-6-((3-iodo-6-(1-methyl-1H-pyrazol-4-yl)pyrazolo[1,5-a]pyrazin-4-yl)oxy)-3-azabicyclo[3.2.0]heptane-3-carboxylate